C(CCC)N1C=CC2=CC=C(C=C12)S(=O)(=O)C=1C=CC(=C2C(N(C(NC12)=O)O)=O)Cl 8-((1-butyl-1H-indol-6-yl)sulfonyl)-5-chloro-3-hydroxyquinazoline-2,4(1H,3H)-dione